ClC=1C=C(C(=O)NC2CC23CCN(CC3)CCC(C)(C)C)C=C(C1)F 3-chloro-N-(6-(3,3-dimethylbutyl)-6-azaspiro[2.5]oct-1-yl)-5-fluorobenzamide